N-(trifluoromethylsulfoxy)-bicyclo[2.2.1]hept-5-ene-2,3-dicarboximide FC(F)(F)OS(ON1C(=O)C2C3C=CC(C2C1=O)C3)(=O)=O